7-[2-[bis(carboxymethyl)amino]ethyl]hexahydro-1H-1,4,7-triazonine-1,4(5H)-diacetic acid C(=O)(O)CN(CCN1CCN(CCN(CC1)CC(=O)O)CC(=O)O)CC(=O)O